(R)-1-(6-((2-amino-3-chloropyridin-4-yl)thio)-3-(4-amino-8-azadispiro[2.1.55.23]dodec-8-yl)-5-methylpyrazin-2-yl)cyclopropane-1-ol NC1=NC=CC(=C1Cl)SC1=C(N=C(C(=N1)C1(CC1)O)N1CCC2([C@@H](C3(CC3)CC2)N)CC1)C